3-hydroxy-3-methylbutyrate sodium [Na+].OC(CC(=O)[O-])(C)C